C(C)(C)(C)OC(NC1=CC(=NC=C1)N=C(C1=CC=CC=C1)C1=CC=CC=C1)=O (2-((diphenylmethylene)amino)pyridin-4-yl)carbamic acid tert-butyl ester